COC=1C=C(C=CC1)C1NC2=CC=CC=C2CC1 2-(3-methoxyphenyl)-1,2,3,4-tetrahydroquinoline